1-[2-(4-cyclopropyl-6-methoxy-pyrimidin-5-yl)-4-[[4-[1-methyl-4-(trifluoromethyl)imidazol-2-yl]phenyl]methoxy]pyrimidin-5-yl]-2,2,2-trifluoro-ethanol C1(CC1)C1=NC=NC(=C1C1=NC=C(C(=N1)OCC1=CC=C(C=C1)C=1N(C=C(N1)C(F)(F)F)C)C(C(F)(F)F)O)OC